C(C)(C)(C)OC(=O)N1[C@@]2([C@H]([C@@H](C[C@]1(CC2)C)O)F)C |r| rac-(1S,2R,3R,5R)-2-fluoro-3-hydroxy-1,5-dimethyl-8-azabicyclo[3.2.1]octane-8-carboxylic acid tert-butyl ester